N-[2-amino-5-(4-fluorophenyl)phenyl]-4-(trifluoromethylsulfonimidoyl)benzamide NC1=C(C=C(C=C1)C1=CC=C(C=C1)F)NC(C1=CC=C(C=C1)S(=O)(=N)C(F)(F)F)=O